2-(4-bromophenyl-2,3,5,6-d4)-N-(tert-butyl)-2H-indazole-7-carboxamide BrC1=C(C(=C(C(=C1[2H])[2H])N1N=C2C(=CC=CC2=C1)C(=O)NC(C)(C)C)[2H])[2H]